CCC(CCCCCCCC)OC(CCCCCCCBr)=O.CNC=1C(=NS(N1)=O)NCCCN(CCCCCCCC(=O)OC(CCCCCCCC)CCCCCCCC)CCCCCCCC(OC(CC)CCCCCCCC)=O Heptadecan-9-yl 8-((3-((4-(methylamino)-1-oxido-1,2,5-thiadiazol-3-yl)amino)propyl)(8-oxo-8-(undecan-3-yloxy)octyl) amino)octanoate Undecan-3-yl-8-bromooctanoate